ClC=1C=C(C=C(C1)Cl)C=1OC=2N=C3N(C(C2N1)=O)CCC3 2-(3,5-dichlorophenyl)-6,7-dihydrooxazolo[5,4-d]pyrrolo[1,2-a]pyrimidin-9(5H)-one